diethyl-2,2'-azobis(isobutyrate) C(C)OC(C(C)(C)N=NC(C(=O)OCC)(C)C)=O